(S)-6-((4-((2-hydroxy-1-phenylethyl)amino)-5-(3-(pyridin-4-yl)-1,2,4-oxadiazol-5-yl)pyridin-2-yl)amino)-1-isopropyl-1,2-dihydro-3H-indazol-3-one OC[C@H](C1=CC=CC=C1)NC1=CC(=NC=C1C1=NC(=NO1)C1=CC=NC=C1)NC1=CC=C2C(NN(C2=C1)C(C)C)=O